BrC1=C2N(C=C(N1)C1=CC=C(C=C1)O)C(C(=N2)C)=O 8-bromo-6-(4-hydroxyphenyl)-2-methylimidazo[1,2-a]pyrazin-3(7H)-one